N-((3S,4S)-8-(6-chloro-1,2,4-triazin-3-yl)-3-Methyl-2-oxa-8-azaspiro[4.5]decan-4-yl)-2-methylpropane-2-sulfinamide ClC1=CN=C(N=N1)N1CCC2([C@@H]([C@@H](OC2)C)NS(=O)C(C)(C)C)CC1